7-[(Z)-oct-3-enoxy]-7-oxo-heptanoic acid C(C\C=C/CCCC)OC(CCCCCC(=O)O)=O